C(C1=CC=CC=C1)[C@@H]1N(CCC(N(C1)C)=O)C=1NC(C=C(C1)N1CCOCC1)=O (S)-2-benzyl-4-methyl-1-(4-morpholino-6-oxo-1,6-dihydropyridin-2-yl)-1,4-diazepan-5-one